[Si](C1=CC=CC=C1)(C1=CC=CC=C1)(C(C)(C)C)OCC[C@H](CCC)NC=1C2=C(N=C(N1)NC(=O)OC)C=NN2CC2=CC(=NC=C2OC)C(=O)OC methyl (S)-4-((7-((1-((tert-butyldiphenylsilyl)oxy)-hexan-3-yl)amino)-5-((methoxycarbonyl)amino)-1H-pyrazolo[4,3-d]pyrimidin-1-yl)methyl)-5-methoxypicolinate